FC(C=1C=C(C=C(C1)C(F)(F)F)C=1N=NN(C1)C1=C(SC=C1)CC)(F)F 4-[3,5-bis(trifluoromethyl)phenyl]-1-(2-ethylthiophenyl)triazole